(2S)-2-(4-(8-methoxy-4-oxo-2-(trifluoromethyl)-4H-pyrimido[1,2-a]pyrimidin-3-yl)phenoxy)propanenitrile COC1=NC=2N(C(C(=C(N2)C(F)(F)F)C2=CC=C(O[C@H](C#N)C)C=C2)=O)C=C1